C[C@@H]1N(CCN(C1)C)CC(=O)NC=1N=CC2=CC=C(C=C2C1)C=1C=NN(C1CN1CCCCC1)C (S)-2-(2,4-dimethylpiperazin-1-yl)-N-(6-(1-methyl-5-(piperidin-1-ylmethyl)-1H-pyrazol-4-yl)isoquinolin-3-yl)acetamide